ClC=1C=C(C=C(C1OC1=NNC(C(=C1)C(C)C)=O)Cl)C=1C(NC(N(N1)CC#N)=O)=O (6-(3,5-dichloro-4-((5-isopropyl-6-oxo-1,6-dihydropyridazin-3-yl)oxy)phenyl)-3,5-dioxo-4,5-dihydro-1,2,4-triazin-2(3H)-yl)acetonitrile